C(C1=CC=CC=C1)OC(=O)N1[C@H](CN(CC1)C=1C2=C(N=C(N1)S(=O)C)CN(CC2)C2=CC=CC1=CC=CC(=C21)C)CC#N (2S)-2-(cyanomethyl)-4-(7-(8-methylnaphthalen-1-yl)-2-(methylsulfinyl)-5,6,7,8-tetrahydropyrido[3,4-d]pyrimidin-4-yl)piperazine-1-carboxylic acid benzyl ester